COC1=C2C=C(NC2=CC=C1)C(=O)N[C@H](C(=O)N[C@@H](C[C@H]1C(NCCC1)=O)C(COC1=CC=C(C=C1)C)=O)CC(C)C 4-methoxy-N-[(2S)-4-methyl-1-({(2S)-4-(4-methylphenoxy)-3-oxo-1-[(3S)-2-oxopiperidin-3-yl]butan-2-yl}amino)-1-oxopentan-2-yl]-1H-indole-2-carboxamide